(6R)-17-amino-13,13-dioxo-6,15-bis(trifluoromethyl)-19-oxa-13λ6-thia-3,4,18-triazatricyclo[12.3.1.12,5]nonadeca-1(18),2,4,14,16-pentaen-6-ol NC1=CC(=C2S(CCCCCC[C@](C3=NN=C(C1=N2)O3)(O)C(F)(F)F)(=O)=O)C(F)(F)F